tert-butyl (1-oxo-1-(5-(4-(trifluoromethyl) phenyl)naphthalen-2-yl)-5,8,11,14-tetraoxa-2-azahexadecan-16-yl)carbamate O=C(NCCOCCOCCOCCOCCNC(OC(C)(C)C)=O)C1=CC2=CC=CC(=C2C=C1)C1=CC=C(C=C1)C(F)(F)F